C(C)(C)(C)OC(=O)NCCNC(=O)C1CCN(CC1)C(=O)OCC1=CC=CC=C1 Benzyl 4-((2-((tert-butoxycarbonyl)amino)ethyl)carbamoyl)piperidine-1-carboxylate